C1(CCC1)CNC(=O)OCC=1C(=NOC1C1=CC=C(C=C1)C12COC(CC1)(CC2)CC(=O)O)C 2-(4-(4-(4-((((cyclobutyl-methyl)carbamoyl)oxy)methyl)-3-methylisoxazol-5-yl)phenyl)-2-oxabicyclo[2.2.2]octan-1-yl)acetic acid